N,N-Dimethyl-3-(5-nitrothiophen-2-yl)aniline CN(C1=CC(=CC=C1)C=1SC(=CC1)[N+](=O)[O-])C